C1(CC1)CCN(C(=O)C=1C=C2N=C(C=NC2=CC1)C=1C=C2C=CN(C(C2=CC1)=O)C)C N-(2-cyclopropylethyl)-N-methyl-3-(2-methyl-1-oxo-1,2-dihydro-6-isoquinolinyl)-6-quinoxalinecarboxamide